N-(3,4-dichlorophenyl)propenamide ClC=1C=C(C=CC1Cl)NC(C=C)=O